(3R,6R)-6-((benzyloxy)methyl)tetrahydro-2H-pyran-3-ol Butyl-((4'-((2-(tert-butyl)-1H-imidazol-1-yl)methyl)-5-isobutyl-[1,1'-biphenyl]-2-yl)sulfonyl)carbamate C(CCC)N(C(=O)O[C@H]1CO[C@H](CC1)COCC1=CC=CC=C1)S(=O)(=O)C1=C(C=C(C=C1)CC(C)C)C1=CC=C(C=C1)CN1C(=NC=C1)C(C)(C)C